NCCSC(N)=N S-(2-Aminoethyl)isothiourea